FC1=CC=C(C=C1)C1=CC(=NC2=CC=C(C=C12)CCCCCC)N(CC(C(=O)O)C)C 3-{[4-(4-fluorophenyl)-6-hexylquinolin-2-yl](methyl)amino}-2-methylpropanoic acid